2'-ethoxy-4-(1-(5-fluoropyridyl)pyrrolidin-3-yl)biphenyl-3-carbaldehyde C(C)OC1=C(C=CC=C1)C1=CC(=C(C=C1)C1CN(CC1)C1=NC=C(C=C1)F)C=O